3-methylindoline-1,3-dicarboxylic acid 1-(tert-butyl) ester 3-methyl ester COC(=O)C1(CN(C2=CC=CC=C12)C(=O)OC(C)(C)C)C